O=C1NC(CCC1N1C(C2=CC=C(C=C2C1)N1CC(N(C(C1)C)C(=O)OC(C)(C)C)C)=O)=O tert-butyl 4-(2-(2,6-dioxopiperidin-3-yl)-1-oxoisoindolin-5-yl)-2,6-dimethylpiperazine-1-carboxylate